ClC1=C(C=CC=C1OC)C=1C(=C2C(=NC(=NN2C1)C=1N(C=CN1)C)NCCOC)C 6-(2-chloro-3-methoxyphenyl)-N-(2-methoxyethyl)-5-methyl-2-(1-methyl-1H-imidazol-2-yl)pyrrolo[2,1-f][1,2,4]triazin-4-amine